(3R)-4-[7-(2-methanesulfonylphenyl)-3-[3-methyl-1-(oxan-2-yl)-1H-pyrazol-5-yl]-[1,2]thiazolo[4,5-b]pyridin-5-yl]-3-methylmorpholine CS(=O)(=O)C1=C(C=CC=C1)C1=C2C(=NC(=C1)N1[C@@H](COCC1)C)C(=NS2)C2=CC(=NN2C2OCCCC2)C